3-bromo-5-chloro-1-ethyl-1H-pyrazolo[3,4-c]pyridine BrC1=NN(C2=CN=C(C=C21)Cl)CC